N[C@@H]1[C@@H](CN(CC1)C1=C(C=NC2=CC=C(C=C12)C1=C(C(=CC=C1)C#N)O)C1=CC(=CC(=C1)F)F)C#N cis-4-amino-1-[6-(3-cyano-2-hydroxyphenyl)-3-(3,5-difluorophenyl)quinolin-4-yl]piperidine-3-carbonitrile